BrC=1C(=CC(=C(C1)S(=O)(=O)N([C@@H](CNC1=CC=CC=C1)CC(C)C)C)F)Cl (R)-5-bromo-4-chloro-2-fluoro-N-methyl-N-(4-methyl-1-(phenylamino)pentan-2-yl)benzenesulfonamide